C(C)ONC(C1=CN=C(C=C1)NC1=NC(=CC=C1)C)=O N-ethoxy-6-((6-methylpyridin-2-yl)amino)nicotinamide